N4-[2-(6-methyl-2-pyridyl)pyrimidin-4-yl]-N2-(4-thiomorpholinophenyl)pyrimidine-2,4-diamine CC1=CC=CC(=N1)C1=NC=CC(=N1)NC1=NC(=NC=C1)NC1=CC=C(C=C1)N1CCSCC1